BrC=1N=CC(=NC1)C[C@H](C(=O)OC(C)(C)C)[C@@H]1CN(CC1)C(=O)OC(C)(C)C tert-Butyl (3R)-3-[(1S)-1-[(5-bromopyrazin-2-yl)methyl]-2-tert-butoxy-2-oxo-ethyl]pyrrolidine-1-carboxylate